N-(5-(7-fluoro-1-oxo-6-(4-(trifluoromethyl)phenyl)-3,4-dihydroisoquinolin-2(1H)-yl)-2-hydroxyphenyl)methanesulfonamide FC1=C(C=C2CCN(C(C2=C1)=O)C=1C=CC(=C(C1)NS(=O)(=O)C)O)C1=CC=C(C=C1)C(F)(F)F